IC1=CC=C(C(=O)[S])C=C1 4-iodobenzoyl-sulfur